(1S,4s)-4-(8-(4-chloro-2,6-difluorophenylamino)-2-((1R,3R,4R)-3-hydroxy-4-methylcyclohexylamino)-9H-purin-9-yl)cyclohexanecarboxamide ClC1=CC(=C(C(=C1)F)NC=1N(C2=NC(=NC=C2N1)N[C@H]1C[C@H]([C@@H](CC1)C)O)C1CCC(CC1)C(=O)N)F